octanamine triacetate C(C)(=O)O.C(C)(=O)O.C(C)(=O)O.C(CCCCCCC)N